ClC1=C(C=CC=C1C1=C(C(=NC=C1)C1=CC(=C(C=C1)CNC1CCC(CC1)O)OC)Cl)C1=CC=C(C(=N1)OC)CNC1CCC(CC1)O (1r,4s)-4-(((6-(2-chloro-3-(3-chloro-2-(4-((((1r,4s)-4-hydroxycyclohexyl)amino)methyl)-3-methoxyphenyl)pyridin-4-yl)phenyl)-2-methoxypyridin-3-yl)methyl)amino)cyclohexan-1-ol